N1=CC=C(C=C1)C1=CC=C(C=C1)C1=CC=C(C=C1)ON1N=NC(=C1)C(=O)O ((4'-(pyridin-4-yl)-[1,1'-biphenyl]-4-yl)oxy)-1H-1,2,3-triazole-4-carboxylic acid